COC1=CC=C(C=C1)C(C(=O)NC1=CC=C(C=C1)[Si](C)(C)C)NC(COC1=NN(C=C1)C)=O 2-(4-methoxyphenyl)-2-((((1-methyl-1H-pyrazol-3-yl)oxy)acetyl)amino)-N-(4-(trimethylsilyl)phenyl)acetamide